OC(C)(C)C1=CC(=C(C=C1)NC=1N=CC2=C(N1)N(C(=C2)C#N)[C@@H]2COC[C@H]2OC)OC2COC2 2-((4-(2-hydroxy-propan-2-yl)-2-(oxetan-3-yloxy)phenyl)amino)-7-((3R,4S)-4-methoxytetrahydrofuran-3-yl)-7H-pyrrolo[2,3-d]pyrimidine-6-carbonitrile